neopentyl N-(fluorosulfonyl)carbamate FS(=O)(=O)NC(OCC(C)(C)C)=O